ClC1=C(C=CC=C1)[C@H]1CC[C@H](N1C(=O)C1CCN(CC1)C1=C(C=C(C=C1)S(=O)(=O)N1CCCCC1)[N+](=O)[O-])C(=O)O (2S,5R)-5-(2-chlorophenyl)-1-(1-(2-nitro-4-(piperidin-1-ylsulfonyl)phenyl)piperidine-4-carbonyl)pyrrolidine-2-carboxylic acid